OCC(NCCCNC(CO)(CO)CO)(CO)CO 1,3-bis(tris(hydroxymethyl)methyl-amino)propane